ClC=1C(=CC2=C([C@@H]([C@](O2)(C2=CC=CC=C2)CN(C(OC(C)(C)C)=O)C)C)C1B1OC(C(O1)(C)C)(C)C)F tert-butyl (((2S,3S)-5-chloro-6-fluoro-3-methyl-2-phenyl-4-(4,4,5,5-tetramethyl-1,3,2-dioxaborolan-2-yl)-2,3-dihydro benzofuran-2-yl)methyl)(methyl)carbamate